NC1=C(C=CC=C1)C1=C(C=CC=C1)[Pd]OS(=O)(=O)C [2-(2-aminophenyl)phenyl]-methylsulfonyl-oxy-palladium